BrCC1=C(C(=C(C(=C1C)C)CBr)C)C 1,4-bis(bromomethyl)-2,3,5,6-tetramethylbenzene